(4-(Benzo[d]oxazol-2-yl)phenyl)boronic acid O1C(=NC2=C1C=CC=C2)C2=CC=C(C=C2)B(O)O